3-(2,4-dichlorophenyl)-4-(1-methyl-1H-indol-3-yl)-1H-pyrrole-2,5-dione ClC1=C(C=CC(=C1)Cl)C=1C(NC(C1C1=CN(C2=CC=CC=C12)C)=O)=O